C(C)C1=C(C=CC=C1F)NC1=C(NC2=C1C(NCC2)=O)C2=C(C=NC=C2)OCC2(N(CC2)C(=O)OC(C)(C)C)C tert-butyl 2-{[(4-{3-[(2-ethyl-3-fluorophenyl)amino]-4-oxo-1H,5H,6H,7H-pyrrolo[3,2-c]pyridin-2-yl}pyridin-3-yl)oxy]methyl}-2-methylazetidine-1-carboxylate